1-[4-[(6-amino-3-pyridyl)oxy]-2-methyl-thiazol-5-yl]ethanone NC1=CC=C(C=N1)OC=1N=C(SC1C(C)=O)C